S1C=NC2=C1C(=CC=C2)C2=CC=C(CN(C(=O)NC=1N=C(SC1)C#C)CCS(=O)(=O)C)C=C2 1-(4-(benzo[d]thiazol-7-yl)benzyl)-3-(2-ethynylthiazol-4-yl)-1-(2-(methylsulfonyl)-ethyl)urea